7-(hydroxymethyl)-7-methyl-2-oxa-5-azaspiro[3.4]octane-5-carboxylic acid tert-butyl ester C(C)(C)(C)OC(=O)N1C2(COC2)CC(C1)(C)CO